ONC(=O)C=1C=NN2C1N=CC=C2 N-hydroxypyrazolo[1,5-a]pyrimidine-3-carboxamide